CN1C(C(=C(C(=C1)C)[O-])NC(N[C@@H](CC(=O)[O-])C=1C=C(C=CC1)C1=C(C(=CC=C1)C)C)=O)=O.[Na+].[Na+] Natrium (S)-3-(3-(1,5-Dimethyl-4-oxido-2-oxo-1,2-dihydropyridin-3-yl)ureido)-3-(2',3'-dimethyl-biphenyl-3-yl)propanoat